FC1=CC=C2C(=C(C(=NC2=C1)N1[C@H](C2(CN(C2)C(C=C)=O)CC1)C)C)C1=C2C=NNC2=CC=C1C (M)-1-((5S)-6-(7-fluoro-3-methyl-4-(5-methyl-1H-indazol-4-yl)-2-quinolinyl)-5-methyl-2,6-diazaspiro[3.4]octan-2-yl)-2-propen-1-one